C1(CC1)N1C(N(CC1)C1=CC(=C(N=N1)C(=O)NC([2H])([2H])[2H])NC1=C(C(=CC=C1)C1=NN(C=N1)C)OC)=O 6-(3-cyclopropyl-2-oxo-imidazolidin-1-yl)-4-[2-methoxy-3-(1-methyl-1,2,4-triazol-3-yl)anilino]-N-(trideuteriomethyl)pyridazine-3-carboxamide